N[C@@H](COC(C(F)(F)F)(C)C)C1=NC2=C(N1)C=CC(=C2)[C@H](NC(CC(C(F)F)C)=O)C2CC2 N-((R)-(2-((R)-1-Amino-2-((1,1,1-trifluoro-2-methylpropan-2-yl)oxy)ethyl)-1H-benzo[d]imidazol-5-yl)(cyclopropyl)methyl)-4,4-difluoro-3-methylbutanamide